COC1=CC=C(C=C1)C1=NOC(=C1)NC1=NC(=NC=C1)N1C=CC=C1 3-(4-methoxyphenyl)-N-(2-(pyrrol-1-yl)pyrimidin-4-yl)isoxazol-5-amine